COC=1C=C2C(=NC(=NC2=CC1OC)C)N[C@H](C)C=1C=C(C=CC1)C1=CC=C(C=C1)C(=O)NCCN(C)C 3'-{(1R)-1-[(6,7-dimethoxy-2-methylquinazolin-4-yl)amino]ethyl}-N-[2-(dimethylamino)ethyl]biphenyl-4-carboxamide